ClC=1C=C(C#N)C=C(C1)C(C)(C)C1=CC=C(C=C1)OCC1=NC(=NC=C1)N1CCN(CC1)C1CCN(CC1)C1CN(C1)C=1C=C2C(N(C(C2=CC1)=O)C1C(NC(CC1)=O)=O)=O 3-Chloro-5-(2-(4-((2-(4-(1-(1-(2-(2,6-dioxopiperidin-3-yl)-1,3-dioxoisoindol-5-yl)azetidin-3-yl)piperidin-4-yl)piperazin-1-yl)pyrimidin-4-yl)methoxy)phenyl)propan-2-yl)benzonitrile